2-(4-fluoro-2-methoxyphenyl)-1-(6-fluoro-5-methyl-1H-indol-3-yl)-2-((3-(2-hydroxyethoxy)-5-methoxyphenyl)amino)ethanone FC1=CC(=C(C=C1)C(C(=O)C1=CNC2=CC(=C(C=C12)C)F)NC1=CC(=CC(=C1)OC)OCCO)OC